C(C)(C)(C)OC(N[C@H]1[C@@H]2N(C[C@H]1CC2)C=2N(C(C1=C(N2)NC=C1C1=C(C2=CN(N=C2C=C1)C)Cl)=O)C)=O |o1:7,8,11| Rel-((1r,4r,7r)-2-(5-(4-chloro-2-methyl-2H-indazol-5-yl)-3-methyl-4-oxo-4,7-dihydro-3H-pyrrolo[2,3-d]pyrimidin-2-yl)-2-azabicyclo[2.2.1]heptan-7-yl)carbamic acid tert-butyl ester